C(C)(=O)N1CCN(CC1)C[C@H](C(=O)N1CCN(CC1)C=1C2=C(N=CN1)[C@@H](C[C@H]2C)O)C2=CC=C(C=C2)Cl (R)-3-(4-acetylpiperazin-1-yl)-2-(4-chlorophenyl)-1-(4-((5R,7R)-7-hydroxy-5-methyl-6,7-dihydro-5H-cyclopenta[d]pyrimidin-4-yl)piperazin-1-yl)propan-1-one